4-[[3-(3-fluoro-4-methoxy-phenyl)imidazo[1,2-a]pyrazin-8-yl]amino]-N,2-dimethyl-N-(4-piperidyl)benzamide FC=1C=C(C=CC1OC)C1=CN=C2N1C=CN=C2NC2=CC(=C(C(=O)N(C1CCNCC1)C)C=C2)C